3-((5-(4-fluoro-3-hydroxyphenyl)isoxazol-3-yl)methyl)quinazolin-4(3H)-one FC1=C(C=C(C=C1)C1=CC(=NO1)CN1C=NC2=CC=CC=C2C1=O)O